C(C(C)C)(=O)OCC(C(C(C)C)O)(C)C 2,2,4-trimethyl-1,3-pentanediol 1-isobutyrate